(S)-6-(((tetrahydrofuran-3-yl)oxy)methyl)pyridin-2-ol O1C[C@H](CC1)OCC1=CC=CC(=N1)O